β-aminopropyl-trimethoxysilane NC(C[Si](OC)(OC)OC)C